C1(=CC=CC2=CC=CC=C12)CC(=O)[O-].[Ce+3].C(C)(C)(C)NC1=NC=C(C(=N1)N1CC(C1)C(C)(C)O)C(=O)N.C1(=CC=CC2=CC=CC=C12)CC(=O)[O-].C1(=CC=CC2=CC=CC=C12)CC(=O)[O-] 2-(tert-butylamino)-4-(3-(2-hydroxypropan-2-yl)azetidin-1-yl)pyrimidine-5-carboxamide cerium naphthylacetate